(4-methyl-4-piperidyl)prop-2-enamide CC1(CCNCC1)C(C(=O)N)=C